benzotriazol-1-yl-oxytripyrrolidinophosphine N1(N=NC2=C1C=CC=C2)OC2N(CCC2)P(N2CCCC2)N2CCCC2